The molecule is a tertiary amino compound that is piperazine substituted by a benzyl group at position 1. It is a serotonergic agonist used as a recreational drug. It has a role as a xenobiotic, an environmental contaminant, a psychotropic drug and a serotonergic agonist. C1CN(CCN1)CC2=CC=CC=C2